5-cyclobutyl-2-(difluoromethoxy)pyridine-3-carboxylic acid C1(CCC1)C=1C=C(C(=NC1)OC(F)F)C(=O)O